CN(CCOC=1C=CC=2N(C(C=C(N2)C2=NN3C(C(=NC(=C3)C)CC)=C2)=O)C1)C 7-[2-(Dimethylamino)ethoxy]-2-(4-ethyl-6-methylpyrazolo[1,5-a]pyrazin-2-yl)-4H-pyrido[1,2-a]pyrimidin-4-one